phosphonic acid di-trifluoroacetate FC(C(=O)O)(F)F.FC(C(=O)O)(F)F.P(O)(O)=O